OC1=CC=C(C=C1)N1CCN(CC1)C1=CC=C2N=C3C(C4=C(C(C3=NC2=C1)=O)N=CC=C4)=O 9-(4-(4-Hydroxyphenyl)piperazin-1-yl)pyrido[2,3-b]phenazin-5,12-dion